ClC1=C(C=C(C=C1)C1=NN(C=C1)C)CNC1=NN2C(NC(=CC2=O)CCC)=N1 2-[[2-chloro-5-(1-methyl-pyrazol-3-yl)phenyl]methylamino]-5-propyl-4H-[1,2,4]triazolo[1,5-a]pyrimidin-7-one